N1=C(C=CC=C1)C1=NC=CC=C1C1=NC=CC=C1.[Tb] terbium terpyridyl